[N-]=C=O.[N-]=C=O.C1(=CC=CC=C1)C=1C(=C(C=CC1)C1=CC=CC=C1)C1=CC=CC=C1 triphenylbenzene diisocyanate